C(C)(C)(C)[Si](C)(C)OC/C(=C\C1=C(C=C(C(=C1)OC)CCCCC)OC)/[N+](=O)[O-] (E)-tert-butyl((3-(2,5-dimethoxy-4-pentylphenyl)-2-nitroallyl)oxy)dimethylsilane